NN1NC(=CC(=N1)N)C=C 2,4-diamino-6-vinyl-triazine